N[C@H](C1CCN(CC1)C(=O)[C@@H]1CCC(N1)=O)C1=C(C=C(C(=C1)Cl)Cl)O (5S)-5-[4-[(R)-amino(4,5-dichloro-2-hydroxyphenyl)methyl]piperidine-1-carbonyl]pyrrolidin-2-one